BrC=1C(=NC(=NC1)NC1=C(C=C(C(=C1)C)N1CCC(CC1)N1CCN(CC1)C)OC)NC1=C(C=CC=C1F)C(C)(C)O 2-(2-((5-Bromo-2-((2-methoxy-5-methyl-4-(4-(4-methylpiperazin-1-yl)piperidin-1-yl)Phenyl)amino)pyrimidin-4-yl)amino)-3-fluorophenyl)propan-2-ol